Methyl 1-((3,3-difluoro-1-methylcyclobutyl)methyl)-4-iodo-3-(spiro[2.3]hexan-5-yl)-1H-pyrazole-5-carboxylate FC1(CC(C1)(C)CN1N=C(C(=C1C(=O)OC)I)C1CC2(CC2)C1)F